N-(2-morpholinyl-5-(piperidin-1-yl)oxazolo[4,5-b]pyridin-6-yl)-6-(1H-pyrazol-4-yl)pyridinecarboxamide N1(CCOCC1)C=1OC=2C(=NC(=C(C2)NC(=O)C2=NC(=CC=C2)C=2C=NNC2)N2CCCCC2)N1